C(C)C1(NC(C2=CC=CC=C12)(CC)CC)CC tetraethylisoindolin